CC(CN=C=O)CCCN=C=O 2-methyl-1,5-diisocyanato-pentane